ClC1=CC=C(OC2=CC(=C(C(=O)Cl)C=C2)C(F)(F)F)C=C1 4-(4-chlorophenoxy)-2-(trifluoromethyl)benzoyl chloride